tert-butyl 7-((2,4-difluorobenzyl)oxy)-5-fluoro-2-(((methylsulfonyl)oxy)methyl)-1H-indole-1-carboxylate FC1=C(COC=2C=C(C=C3C=C(N(C23)C(=O)OC(C)(C)C)COS(=O)(=O)C)F)C=CC(=C1)F